C1(=CC=CC=C1)CCOC=C phenylethyl-vinylether